Butyl (S)-4-((4-(2,2-difluoroethyl)-2-(4-(methoxycarbonyl)-3-(pyrrolidin-1-yl)phenyl)piperazin-1-yl)methyl)-5-methoxy-7-methyl-1H-indole-1-carboxylate FC(CN1C[C@@H](N(CC1)CC1=C2C=CN(C2=C(C=C1OC)C)C(=O)OCCCC)C1=CC(=C(C=C1)C(=O)OC)N1CCCC1)F